(R)-5-bromo-N-(1-(2,4-dichlorophenyl)ethyl)-3-methyl-2-nitroaniline BrC=1C=C(C(=C(N[C@H](C)C2=C(C=C(C=C2)Cl)Cl)C1)[N+](=O)[O-])C